(S)-1-amino-4-(4-((4-iodopyridin-2-yl)carbamoyl)phenyl)-2-(piperidin-2-yl)-1H-imidazole-5-carboxamide NN1C(=NC(=C1C(=O)N)C1=CC=C(C=C1)C(NC1=NC=CC(=C1)I)=O)[C@H]1NCCCC1